C(#N)C1=C(NC=2C=NC=3CCN(CC3C2)C2=C(C(=C(N=N2)C#N)C)C)C=CC=C1 6-[3-(2-cyanoanilino)-7,8-dihydro-5H-1,6-naphthyridin-6-yl]-4,5-dimethyl-pyridazine-3-carbonitrile